(2-(7-cyano-5-isopropylbenzo[b]thiophen-2-yl)-4-methylthiazole-5-carbonyl)-L-alanine isopropyl ester C(C)(C)OC([C@@H](NC(=O)C1=C(N=C(S1)C1=CC2=C(S1)C(=CC(=C2)C(C)C)C#N)C)C)=O